N-(2-(1,3-dioxo-1,3,3a,4,7,7a-hexahydro-2H-4,7-epoxyisoindol-2-yl)-3-(2-formyl-3-methylphenoxy)propyl)pyrene-1-carboxamide O=C1N(C(C2C3C=CC(C12)O3)=O)C(CNC(=O)C3=CC=C1C=CC2=CC=CC4=CC=C3C1=C24)COC2=C(C(=CC=C2)C)C=O